C[C@H]1N(CCN(C1)C1=CC(=C(C(=C1)F)F)F)C(=O)NCCC1CCN(CC1)CC1=CC=C(C=C1)OC(F)(F)F (2R)-2-methyl-N-[2-(1-{[4-(trifluoromethoxy)phenyl]methyl}piperidin-4-yl)ethyl]-4-(3,4,5-trifluorophenyl)piperazine-1-carboxamide